N1=C(C=CC2=CC=CC=C12)COC=1C=C(C=CC1)CO (3-(quinolin-2-ylmethoxy)phenyl)methanol